ethyl 4'-methyl-2-biphenylcarboxylate CC1=CC=C(C=C1)C=1C(=CC=CC1)C(=O)OCC